N-(6-aminohexyl)aminomethyl-trimethoxysilane NCCCCCCNC[Si](OC)(OC)OC